C(C1=CC=CC=C1)SC1=CC=C(C=C1)N1C(O[C@@H](C1)[C@H](CC1=CC=CC=C1)NC(C1=CC=C(C=C1)F)=O)=O N-((S)-1-((S)-3-(4-(benzylthio)phenyl)-2-oxooxazolidin-5-yl)-2-phenylethyl)-4-fluorobenzamide